CN(CCSC(C(=O)[O-])CC(=O)[O-])CC 2-((2-(methylethylamino)ethyl)thio)succinate